COC1=CC=C(C=N1)[C@H]1[C@@H](C1)B(O)O TRANS-2-(6-METHOXYPYRIDIN-3-YL)CYCLOPROPANEBORONIC ACID